ClC1=CC(=CN=N1)NC(C1=C(C=C(C=C1)C(F)(F)F)F)=O N-(6-Chloropyridazin-4-yl)-2-fluoro-4-(trifluoromethyl)benzamide